(E)-8-tetradecenylformate C(CCCCCC\C=C\CCCCC)C(=O)[O-]